1-(4-hydroxyphenyl)-N4-(4-methoxybenzyl)-N4-(3,4,5-trimethoxyphenyl)terephthalamide OC1=CC=C(C=C1)C1(C(=O)N)CC=C(C(=O)N(C2=CC(=C(C(=C2)OC)OC)OC)CC2=CC=C(C=C2)OC)C=C1